OC(CN1N=CC(=C1)B1OC(C)(C)C(C)(C)O1)(C)C [1-(2-hydroxy-2-methyl-propyl)pyrazol-4-yl]boronic acid pinacol ester